ClC1=NC(=CC=C1)C=1NC(=CN1)C1=CC=CC=C1 2-Chloro-6-(5-phenyl-1H-imidazol-2-yl)pyridine